(2R,3R,4S,5R,6R)-4-(4-(2,3-difluoro-4-methylphenyl)-1H-1,2,3-triazol-1-yl)-2-(hydroxymethyl)-5-methoxy-6-((5-(tetrahydro-2H-pyran-4-yl)isoxazol-3-yl)methyl)tetrahydro-2H-pyran-3-ol FC1=C(C=CC(=C1F)C)C=1N=NN(C1)[C@H]1[C@H]([C@H](O[C@@H]([C@@H]1OC)CC1=NOC(=C1)C1CCOCC1)CO)O